CN(CCOC=1C=CC(=C(C(=O)N[C@H](C)C2=CC(=CC(=C2)C=2C=NN(C2)CCN2CCOCC2)C=2C=NN(C2)C)C1)C)C (R)-5-(2-(dimethylamino)ethoxy)-2-methyl-N-(1-(3-(1-methyl-1H-pyrazol-4-yl)-5-(1-(2-morpholinoethyl)-1H-pyrazol-4-yl)phenyl)ethyl)benzamide